C(CCC)C(C(CO)CC)O Butyl-2-Ethyl-1,3-Propandiol